3-(cyanomethyl)piperazin C(#N)CC1CNCCN1